5-(2-cyclopropyl-3-pyridyl)-3-[[4-[1-methyl-4-(trifluoromethyl)imidazol-2-yl]phenyl]methyl]-1H-pyrrolo[2,3-c]pyridine C1(CC1)C1=NC=CC=C1C=1C=C2C(=CN1)NC=C2CC2=CC=C(C=C2)C=2N(C=C(N2)C(F)(F)F)C